1-[3-(tert-butoxycarbonylamino)propyl]-1-(2-tert-butoxy-2-keto-ethyl)piperidin-1-ium-4-carboxylate C(C)(C)(C)OC(=O)NCCC[N+]1(CCC(CC1)C(=O)[O-])CC(=O)OC(C)(C)C